(4,4-dimethyloxetan-2-yl)methyl 4-methylbenzenesulfonate CC1=CC=C(C=C1)S(=O)(=O)OCC1OC(C1)(C)C